((1R,2R)-2-(((tert-butyldiphenylsilyl)oxy)methyl)-1-fluorocyclopropyl)methanol [Si](C1=CC=CC=C1)(C1=CC=CC=C1)(C(C)(C)C)OC[C@@H]1[C@@](C1)(F)CO